O1C=CC=2C(=NC=CC21)C(=O)O furo[3,2-c]pyridine-4-carboxylic acid